(3R)-3-(4-chlorophenyl)-2-[(5-chloropyrimidin-2-yl)methyl]-4-fluoro-6-{1-hydroxy-1-[trans-4-hydroxycyclohexyl]propyl}-3-methoxy-2,3-dihydro-1H-isoindol-1-one ClC1=CC=C(C=C1)[C@@]1(N(C(C2=CC(=CC(=C12)F)C(CC)([C@@H]1CC[C@H](CC1)O)O)=O)CC1=NC=C(C=N1)Cl)OC